ClC1=CC2=C(N(C(C(N2C2CCN(CC2)C(=O)OC(C)(C)C)=O)=O)C2=C(C=CC=C2CC)CC)N=C1C1=C(C=CC=C1)F tert-butyl 4-(7-chloro-4-(2,6-diethylphenyl)-6-(2-fluorophenyl)-2,3-dioxo-3,4-dihydropyrido[2,3-b]pyrazin-1(2H)-yl)piperidine-1-carboxylate